C(C)(C)(C)C1=CC=C(C=C1)C=1C=2N(C3=CC=C(C=C3N1)C(=O)O)C=C(C2)C 4-(4-(tert-butyl)phenyl)-2-methylpyrrolo[1,2-a]quinoxaline-7-carboxylic acid